BrC1=C(C(=CC(=C1)C(C(F)(F)F)(C(F)(F)F)F)OC(F)F)NC(C1=C(C(=CC=C1)N(C(C1=CC=C(C=C1)F)=O)CC1CC1)F)=O N-(2-bromo-6-(difluoromethoxy)-4-(perfluoropropan-2-yl)phenyl)-3-(N-(cyclopropylmethyl)-4-fluorobenzamido)-2-fluorobenzamide